ethyl 2-hydroxy-2-methylethylpropionate OC(CC(C(=O)OCC)C)C